COC[C@@H]1CCC2=CC=3CCCC3C(=C12)NC(=O)N=[S@](=O)(N)C=1C=NN2C1O[C@H](C2)C (R,2S)-N'-(((R)-3-(methoxymethyl)-1,2,3,5,6,7-hexahydro-s-indacen-4-yl)carbamoyl)-2-methyl-2,3-dihydropyrazolo[5,1-b]oxazole-7-sulfonimidamide